4-(6-fluoro-3-isopropyl-1H-pyrrolo[3,2-b]pyridin-5-yl)piperidine-1-carboxylic acid tert-butyl ester C(C)(C)(C)OC(=O)N1CCC(CC1)C1=C(C=C2C(=N1)C(=CN2)C(C)C)F